permanganate lithium [Li+].[Mn](=O)(=O)(=O)[O-]